trifluoroacetoyloxyiodobenzene FC(C(=O)OC1=C(C=CC=C1)I)(F)F